N5-((1R,5S,6r)-3-oxabicyclo[3.1.0]hexan-6-yl)-N7-methyl-3-phenyl-2,3-dihydrobenzofuran-5,7-dicarboxamide [C@H]12COC[C@@H]2C1NC(=O)C=1C=C(C2=C(C(CO2)C2=CC=CC=C2)C1)C(=O)NC